1-(4-amino-1,2,5-oxadiazol-3-yl)-N'-(3-chlorobenzylidene)-1H-1,2,3-triazole-4-carbohydrazide NC=1C(=NON1)N1N=NC(=C1)C(=O)NN=CC1=CC(=CC=C1)Cl